Sodium D-Isoascorbate C([C@H]([C@@H]1C(=C(C(=O)O1)O)[O-])O)O.[Na+]